3,3-difluorocyclohexane-1-carbaldehyde FC1(CC(CCC1)C=O)F